4-(2-chlorophenoxy)phenylhydrazine ClC1=C(OC2=CC=C(C=C2)NN)C=CC=C1